2-methyl-1,5-hexadiene CC(=C)CCC=C